BrC(C=1C(=CC=CC1)C(Br)Br)Br α,α,α',α'-Tetrabromo-o-xylene